N-fluorobenzenesulfonylammonium F[NH2+]S(=O)(=O)C1=CC=CC=C1